4-aminosalicylate NC=1C=C(C(C(=O)[O-])=CC1)O